5,5-dimethyl-7-oxohept-2-enenitrile CC(CC=CC#N)(CC=O)C